(S)-4-(3-(2-Cyclohexylethyl)-3-(dimethylamino)piperidin-1-yl)-2,6-difluoro-N-(pyrimidin-4-yl)benzenesulfonamide formate C(=O)O.C1(CCCCC1)CC[C@]1(CN(CCC1)C1=CC(=C(C(=C1)F)S(=O)(=O)NC1=NC=NC=C1)F)N(C)C